2-chloro-4-(difluoromethoxy)pyridine ClC1=NC=CC(=C1)OC(F)F